C(=O)(OCC1C2=CC=CC=C2C2=CC=CC=C12)N1C(CC(C1)CC1=CC=CC=C1)C(=O)O Fmoc-4-Benzyl-pyrrolidine-2-carboxylic acid